FC(C=1C=CC=2N(C(C(=C(N2)C2=CC=CC=C2)OC(C2=CC=CC=C2)=O)=O)C1)(F)F 7-trifluoromethyl-2-phenyl-3-benzoyloxy-4H-pyrido[1,2-a]pyrimidin-4-one